OC1=C(C=C(C=O)C=C1CC=C(C)C)CC=C(C)C 4-hydroxy-3,5-bis(3-methyl-2-butene-1-yl)benzaldehyde